5-[4-(1H-indazol-5-yl)-1,2,3-triazol-1-yl]-1-oxo-3H-isoindol-2-ylpiperidine-2,6-dione N1N=CC2=CC(=CC=C12)C=1N=NN(C1)C=1C=C2CN(C(C2=CC1)=O)N1C(CCCC1=O)=O